NCC1CCC(CC1)N1C2=NC(=NC=C2N=C1NC1=C(C(=CC=C1)F)F)NC1(CCOCC1)C 9-((1s,4s)-4-(aminomethyl)cyclohexyl)-N8-(2,3-difluorophenyl)-N2-(4-methyltetrahydro-2H-pyran-4-yl)-9H-purine-2,8-diamine